BrC=1C=C(C2=C(CC3(CCN(CC3)C)O2)C1)F 5-bromo-7-fluoro-1'-methyl-3H-spiro[benzofuran-2,4'-piperidine]